BrC1=CC2=C(N(N=C2C(=C1OC)F)C1CCC(CC1)CO)F [4-(5-bromo-3,7-difluoro-6-methoxy-indazol-2-yl)cyclohexyl]methanol